4-hydroxy-2,6-difluoro-benzaldehyde OC1=CC(=C(C=O)C(=C1)F)F